N-[2-[4-(hydroxymethyl)-1-piperidyl]-5-methoxy-1,3-benzothiazol-6-yl]pyrimidine-4-carboxamide OCC1CCN(CC1)C=1SC2=C(N1)C=C(C(=C2)NC(=O)C2=NC=NC=C2)OC